2-(4-(2-(2-acetyl-5-chlorophenyl)-3-Methoxy-6-oxopyridazin-1(6H)-yl)-3-phenylpropionamido)benzoic acid calcium salt [Ca+2].C(C)(=O)C1=C(C=C(C=C1)Cl)N1N(C(C=CC1OC)=O)C1=CC=C(C=C1)CCC(=O)NC1=C(C(=O)[O-])C=CC=C1.C(C)(=O)C1=C(C=C(C=C1)Cl)N1N(C(C=CC1OC)=O)C1=CC=C(C=C1)CCC(=O)NC1=C(C(=O)[O-])C=CC=C1